ClC=1C=C2C=C(NC2=C(C1OCC=1N=CSC1)F)CNC(=O)C1(CC1)C N-((5-chloro-7-fluoro-6-(thiazol-4-ylmethoxy)-1H-indol-2-yl)methyl)-1-methylcyclopropane-1-carboxamide